C(#N)C=1C=NN2C1C(=NC(=C2)C=2C=NN(C2)C)C=2C=CC(=NC2)N2C[C@H](CCC2)NC(OC(C)(C)C)=O tert-butyl (S)-(1-(5-(3-cyano-6-(1-methyl-1H-pyrazol-4-yl)pyrazolo[1,5-a]pyrazin-4-yl)pyridin-2-yl)piperidin-3-yl)carbamate